FC(C1=NOC(=C1)CC(=O)O)(F)F (3-(trifluoromethyl)isoxazol-5-yl)acetic acid